C12[C@H](CC(CC1)C2)NC(=O)C=2C=NN1C2N=C(C=C1)N1[C@H](CCC1)C1=C(C=CC(=C1)F)F N-((2S)-bicyclo[2.2.1]heptan-2-yl)-5-((R)-2-(2,5-difluorophenyl)pyrrolidin-1-yl)pyrazolo[1,5-a]pyrimidine-3-carboxamide